C(C)(C)(C)OC(=O)N1[C@@H](CCC1)CCC(=O)OC (S)-2-(3-methoxy-3-oxopropyl)pyrrolidine-1-carboxylic acid tert-butyl ester